C(C1=CC=CC=C1)OC1=CC(=NC=C1)N 4-(benzyloxy)pyridine-2-amine